C(=C)C=1C=CC=2OCCNC2N1 6-vinyl-3,4-dihydro-2H-pyrido[3,2-b][1,4]oxazine